ClC1=C(C=C(C=C1)F)C1(CC1)C1=NOC(=N1)C1=NN(C(=C1)C(F)(F)F)CC(=O)N1CCNCC1 2-(3-(3-(1-(2-chloro-5-fluorophenyl)cyclopropyl)-1,2,4-oxadiazol-5-yl)-5-(trifluoromethyl)-1H-pyrazol-1-yl)-1-(piperazin-1-yl)ethan-1-one